FC=1C=C(C=CC1)N1N=CC=2C1=NC(=NC2NC(=O)C=2SC(=CC2)[N+](=O)[O-])N2C=C(C=C2)C(=O)OC methyl 1-(1-(3-fluorophenyl)-4-(5-nitrothiophene-2-carboxamido)-1H-pyrazolo[3,4-d]pyrimidin-6-yl)-1H-pyrrole-3-carboxylate